1-(6-chloro-4-phenoxy-1H-indol-2-yl)ethanol ClC1=CC(=C2C=C(NC2=C1)C(C)O)OC1=CC=CC=C1